FC(SC=1SC2=C(N1)C=CC=C2)F 2-(difluoromethylthio)benzothiazole